C1(CC1)C1=C(C(=CC=C1)F)C(C(=O)O)N1CC(C1)OCCCCCC1=NC=2NCCCC2C=C1 2-(2-cyclopropyl-6-fluorophenyl)-2-(3-(5-(5,6,7,8-tetrahydro-1,8-naphthyridin-2-yl)pentyloxy)azetidin-1-yl)acetic acid